2-(6-Hydroxybenzo[d]thiazol-2-yl)-1-thia-3-azaspiro[4.5]dec-2-en OC1=CC2=C(N=C(S2)C=2SC3(CN2)CCCCC3)C=C1